(S)-1-methylenetetrahydro-1H-pyrrolizin C=C1CCN2CCC=C12